5-bromo-3-fluorothieno[2,3-c]pyridine-2-carbonitrile BrC=1C=C2C(=CN1)SC(=C2F)C#N